(Z)-N'-(2-chlorophenyl)-6-(4-methoxy-2-methylphenyl)-4-(((1r,4r)-4-(propylamino)cyclohexyl)amino)pyrrolo[1,2-b]pyridazine-3-carboximidamide ClC1=C(C=CC=C1)\N=C(/N)\C1=C(C=2N(N=C1)C=C(C2)C2=C(C=C(C=C2)OC)C)NC2CCC(CC2)NCCC